4-bromo-3-chloroanilin BrC1=C(C=C(N)C=C1)Cl